C(C)(C)(C)OC(=O)N1CCN(CC1)C=1C=NC(=CC1)NC=1N=CC2=C(N1)N(C(C(=C2C)I)=O)C2CCCC2 4-[6-(8-Cyclopentyl-6-iodo-5-methyl-7-oxo-7,8-dihydro-pyrido[2,3-d]pyrimidin-2-ylamino)-pyridin-3-yl]-piperazine-1-carboxylic acid tert-butyl ester